N-[4-(2-hydroxypropan-2-yl)phenyl]-2-[(1-methyl-1H-1,2,3,4-tetrazol-5-yl)sulfanyl]-5-nitrobenzamide OC(C)(C)C1=CC=C(C=C1)NC(C1=C(C=CC(=C1)[N+](=O)[O-])SC1=NN=NN1C)=O